C(C1=CC=CC=C1)OC(=O)NC[C@@H](C(=O)O)NC(=O)OCC1C2=CC=CC=C2C=2C=CC=CC12 (2S)-3-(benzyloxycarbonylamino)-2-(9H-fluoren-9-ylmethoxycarbonylamino)propionic acid